2-[5-[5-[(1R)-1-(3,5-dichloro-2-methyl-4-pyridyl)ethoxy]-1H-indazol-3-yl]-2-pyridyl]-1,3,4,7,8,8a-hexahydropyrrolo[1,2-a]pyrazin-6-one ClC=1C(=NC=C(C1[C@@H](C)OC=1C=C2C(=NNC2=CC1)C=1C=CC(=NC1)N1CC2N(CC1)C(CC2)=O)Cl)C